Methyl 2-(2-(2-(4-((tert-butoxycarbonyl)amino)phenyl)-5-methylthiazole-4-carboxamido)acrylamido)acrylate C(C)(C)(C)OC(=O)NC1=CC=C(C=C1)C=1SC(=C(N1)C(=O)NC(C(=O)NC(C(=O)OC)=C)=C)C